3-(4,4-difluoro-3-methylpiperidin-1-yl)-N-(2-sulfamoylpyridin-4-yl)quinoxaline-2-carboxamide FC1(C(CN(CC1)C=1C(=NC2=CC=CC=C2N1)C(=O)NC1=CC(=NC=C1)S(N)(=O)=O)C)F